COC=1C=C(\C=N\NC(=O)C2=NC(=C(N=C2)OC)C2=CC=C(C=C2)OCC)C=C(C1)OC (E)-N'-(3,5-dimethoxybenzylidene)-6-(4-ethoxyphenyl)-5-methoxypyrazine-2-carbohydrazide